BrC1=C(C(=C(NC(C(=O)OC)C(C)C)C=C1)[N+](=O)[O-])F methyl 2-(4-bromo-3-fluoro-2-nitro-anilino)-3-methyl-butanoate